(S)-1-(2-(4-methoxybenzyl)-2H-tetrazol-5-yl)methyl 4-octan-2-yl 2-methylenesuccinate C=C(C(=O)OCC=1N=NN(N1)CC1=CC=C(C=C1)OC)CC(=O)O[C@@H](C)CCCCCC